α-D-Glucopyranosyl-(1→6)-α-D-Glucopyranose [C@H]1([C@H](O)[C@@H](O)[C@H](O)[C@H](O1)CO)OC[C@@H]1[C@H]([C@@H]([C@H]([C@@H](O)O1)O)O)O